FC=1C=C(C=CC1Cl)/C=C/CC (E)-4-(3-fluoro-4-chlorophenyl)but-3-ene